COC=1C=C2C(=CNC2=CC1)C(CC#N)=O 3-(5-methoxy-1H-indol-3-yl)-3-oxo-propionitrile